BrC1=C(O\C(\C(=O)OC)=C/OC)C=C(C=C1)N1N=C(C=C1)Cl methyl (Z)-2-[2-bromo-5-(3-chloropyrazol-1-yl)phenoxy]-3-methoxy-prop-2-enoate